methyl (E)-4-hydroxy-3-(1-(hydroxyimino)ethyl)benzoate OC1=C(C=C(C(=O)OC)C=C1)/C(/C)=N/O